BrCC(C(=O)C1=CC=CC=C1)=O bromo-1-phenylpropane-1,2-dione